2-amino-5-bromo-6-chloro-2,3-dihydro-1H-inden-1-ol NC1C(C2=CC(=C(C=C2C1)Br)Cl)O